2-(2,6-dioxo-3-piperidyl)-5-[4-(4-piperidyloxy)-1-piperidyl]isoindoline-1,3-dione O=C1NC(CCC1N1C(C2=CC=C(C=C2C1=O)N1CCC(CC1)OC1CCNCC1)=O)=O